ClC1=CC2=C(N=C(S2)NC2=NN3C(C=CC=C3OC=3C=C(C=CC3)C(C(=O)N)=C)=N2)C=C1 (3-(2-(6-chlorobenzo[d]thiazol-2-ylamino)-[1,2,4]triazolo[1,5-a]pyridin-5-yloxy)phenyl)acrylamide